P(O)(O)(=S)O[C@H]1[C@H]([C@@H](O[C@@H]1CO)N1C=NC=2C(=O)NC(N)=NC12)OOC O-methoxy guanosine-3'-phosphorothioate